FC1=NC=CC(=C1)N1N=CC(=C1)C1=C(C=CC=C1)CN (2-(1-(2-fluoropyridin-4-yl)-1H-pyrazol-4-yl)phenyl)methanamine